2-(4-(4-((3-aminophenyl)sulfonamido)butyl)piperidin-1-yl)-4-bromobenzoic acid NC=1C=C(C=CC1)S(=O)(=O)NCCCCC1CCN(CC1)C1=C(C(=O)O)C=CC(=C1)Br